2-(4'-Isopropyl-[1,1'-biphenyl]-2-yl)pyridine C(C)(C)C1=CC=C(C=C1)C1=C(C=CC=C1)C1=NC=CC=C1